BrC=1C=NN2C1C=C(C=C2)NC(COC2=NC=CC=C2)=O N-(3-bromopyrazolo[1,5-a]pyridin-5-yl)-2-(pyridin-2-yloxy)acetamide